N1=NC=CC2=C1COCC2 6,8-dihydro-5H-pyrano[3,4-c]pyridazine